1-(4-((1R,2S)-6-Hydroxy-2-propyl-1,2,3,4-tetrahydronaphthalen-1-yl)phenyl)piperidine-4-carbaldehyde OC=1C=C2CC[C@@H]([C@@H](C2=CC1)C1=CC=C(C=C1)N1CCC(CC1)C=O)CCC